(7Z)-N-(3,4-dimethylphenyl)-5-methyl-4H,7H-[1,2,4]triazolo[1,5-a]pyrimidin-7-imine CC=1C=C(C=CC1C)\N=C/1\C=C(NC=2N1N=CN2)C